N-(5-(4-(4-((dimethylamino)methyl)-3-phenyl-1H-pyrazol-1-yl)pyrimidin-2-ylamino)-4-methoxy-2-(methyl(oxetan-3-yl)amino)phenyl)acrylamide CN(C)CC=1C(=NN(C1)C1=NC(=NC=C1)NC=1C(=CC(=C(C1)NC(C=C)=O)N(C1COC1)C)OC)C1=CC=CC=C1